ClC1=CC=C(C=C1)C1([N+](=C(CC1)C)[O-])C(=O)NC1=C(C(=CC=C1)F)F (4-chlorophenyl)-N-(2,3-difluorophenyl)-3,4-dihydro-5-methyl-2H-pyrrole-2-carboxamide 1-oxide